2-((2-((2-(decyloxy)ethyl)thio)propan-2-yl)thio)ethyl acrylate C(C=C)(=O)OCCSC(C)(C)SCCOCCCCCCCCCC